COC=1C(=C2C=CNC2=C(C1)C)CN1N=C2C(N=CC(=C2)C#N)=C1 2-((5-methoxy-7-methyl-1H-indol-4-yl)methyl)-2H-pyrazolo[4,3-b]-pyridine-6-carbonitrile